C(C)OC(=O)C=1N=COC1C(C)(C)C.C(CCCCCCCCCCCCCCC(C)C)(=O)[O-].C(CCCCCCCCCCCCCCC(C)C)(=O)[O-].C(CCCCCCCCCCCCCCC(C)C)(=O)[O-].C(C)(C)[Ti+3] Isopropyl-titanium triisostearate ethyl-5-tert-butyl-1,3-oxazole-4-carboxylate